2-amino-5-(benzyloxy)-4-methoxybenzoic acid NC1=C(C(=O)O)C=C(C(=C1)OC)OCC1=CC=CC=C1